cis-propenyl-phosphoric acid R-(+)-alpha-methylbenzylamine salt C[C@H](C1=CC=CC=C1)N.C(=C/C)/OP(O)(O)=O